4-Hydroxy-6-((2,2,2-trifluoroethyl)amino)pyrazolo[1,5-a]pyridine-3-carbonitrile OC=1C=2N(C=C(C1)NCC(F)(F)F)N=CC2C#N